6-(benzyloxy)-2-fluoro-3-[2-({2-methoxy-4-[4-(4-methylpiperazin-1-yl)piperidin-1-yl]phenyl}amino)-4-(phenylamino)pyrimidin-5-yl]benzaldehyde C(C1=CC=CC=C1)OC1=CC=C(C(=C1C=O)F)C=1C(=NC(=NC1)NC1=C(C=C(C=C1)N1CCC(CC1)N1CCN(CC1)C)OC)NC1=CC=CC=C1